CC(C(=O)OCC1=C2C(=NC(=C1)Br)C(CC2)(C)C)NCC2=C(C=CC(=C2)F)N (2-bromo-7,7-dimethyl-6,7-dihydro-5H-cyclopenta[b]pyridin-4-yl)methanol methyl-2-{[(2-amino-5-fluorophenyl)methyl]amino}acetate